C(C1=CC(=NC=C1[Ge](C)(C)C)C1=CC=CC=C1)([2H])([2H])[2H] 4-(methyl-d3)-2-phenyl-5-(trimethylgermyl)pyridine